C(C)(C)(C)OC(=O)N[C@H](CC(=O)OCC1=CC=CC=C1)C#N benzyl (R)-3-((tert-butoxycarbonyl) amino)-3-cyanopropionate